O1C(=NC2=C1C=CC=C2)NC(=O)N2C(C=1C=CC=C(C1C2)C(=O)NO)(C)C N2-(benzo[d]oxazol-2-yl)-N4-hydroxy-1,1-dimethylisoindoline-2,4-dicarboxamide